CC1(N(CCC1)C(=O)N[C@H](C(=O)O)CCN(CCCCC1=NC=2NCCCC2C=C1)C[C@@H](CF)OC)C (2S)-2-[(2,2-dimethylpyrrolidine-1-carbonyl)amino]-4-[[(2S)-3-fluoro-2-methoxy-propyl]-[4-(5,6,7,8-tetrahydro-1,8-naphthyridin-2-yl)butyl]amino]butanoic acid